FC1(OC2=C(O1)C=CC(=C2)[C@H](C)OC2=NC=CC(=C2)N2N=C(C=1CCCC(C21)O)C(F)(F)F)F 1-[2-[(1S)-1-(2,2-difluoro-1,3-benzodioxol-5-yl)ethoxy]-4-pyridyl]-3-(trifluoromethyl)-4,5,6,7-tetrahydroindazol-7-ol